COC(=O)C1=C(C(=NN1)C(N)=O)CCCl 3-carbamoyl-4-(2-chloroethyl)-1H-pyrazole-5-carboxylic acid methyl ester